2-methylpyridazin CN1NC=CC=C1